COC1=CC=C(CN2C(CCC2=O)=O)C=C1 1-(4-methoxybenzyl)pyrrolidine-2,5-dione